(E)-3-(4-Chlorophenyl)-1-[2-(cyclohexylmethoxy)-6-hydroxyphenyl]prop-2-en-1-one ClC1=CC=C(C=C1)/C=C/C(=O)C1=C(C=CC=C1O)OCC1CCCCC1